6-chloro-2-(1-(3-chloropyridin-2-yl)-3-((1,1-dioxothietin-3-yl)oxy)-1H-pyrazol-5-yl)-8-methyl-4H-benzo[d][1,3]oxazin-4-one ClC1=CC2=C(N=C(OC2=O)C2=CC(=NN2C2=NC=CC=C2Cl)OC2=CS(C2)(=O)=O)C(=C1)C